1-(methyl-d3)-2-Oxo-5-(4-(4-(4-oxopent-2-enoyl)piperazin-1-yl)quinazolin-6-yl)-1,2-dihydropyridine C(N1C(C=CC(=C1)C=1C=C2C(=NC=NC2=CC1)N1CCN(CC1)C(C=CC(C)=O)=O)=O)([2H])([2H])[2H]